6-[(3S)-3-(cyanomethyl)-4-prop-2-enoyl-piperazin-1-yl]-N-(3-hydroxy-1-naphthyl)-2-(4-pyridyl)pyrimidine-4-carboxamide C(#N)C[C@H]1CN(CCN1C(C=C)=O)C1=CC(=NC(=N1)C1=CC=NC=C1)C(=O)NC1=CC(=CC2=CC=CC=C12)O